FC(S(=O)(=O)[NH-])(F)F.FC(S(=O)(=O)[NH-])(F)F.C[N+]1(CCCC1)CCC.C[N+]1(CCCC1)CCC methylpropylpyrrolidinium-bistrifluoromethanesulfonamide salt